5-Ethyl-3-(trifluoromethyl)-1H-pyrazole-4-carboxylic acid ethyl ester C(C)OC(=O)C=1C(=NNC1CC)C(F)(F)F